O=C1NC2=CC(=CC=C2C1)C(=O)N 2-oxoindoline-6-carboxamide